1-ethyl-8-nitro-2,3-dihydro-1H-imidazo[1,2-a]pyridin-4-ium C(C)N1CC[N+]2=C1C(=CC=C2)[N+](=O)[O-]